4-(4-Fluorobenzyl)-3-hydroxy-6-methyl-picolinic acid FC1=CC=C(CC2=C(C(=NC(=C2)C)C(=O)O)O)C=C1